methylenebis(benzotriazolyl)-tetramethylbutylphenol C=C(C(C1=C(C(=C(C(=C1C)C)C)C)O)(C1=CC=CC=2NN=NC21)C2=CC=CC=1NN=NC12)CC